O1CCC(CC1)C=1C=C2C(=NC1)NN=C2C2CCN(CC2)C(=O)C2=C(N)C=C(C=C2)OC(F)(F)F 2-{4-[5-(Oxan-4-yl)-1H-pyrazolo[3,4-b]pyridin-3-yl]piperidine-1-carbonyl}-5-(trifluoromethoxy)aniline